ClC1=CC=C(C=C1)C1=CC(=CC(=C1C)OC1=CC(=CC=C1)C1=NC=C(C(=C1)C1=CC=CC=C1)C([2H])([2H])[2H])C1=NC2=C(N1C1=C(C=CC=C1C(C)C)C(C)C)C=CC=C2 2-(4'-chloro-6-methyl-5-(3-(5-(methyl-d3)-4-phenylpyridin-2-yl)phenoxy)-[1,1'-biphenyl]-3-yl)-1-(2,6-diisopropylphenyl)-1H-benzo[d]imidazole